11-chloro-3,3-bis(methoxymethyl)-10-(trifluoromethyl)-3,4-dihydro-2H,6H-[1,4]thiazepino[2,3,4-ij]quinazoline-6,8(7H)-dione ClC1=C(C=C2C(NC(N3C2=C1SCC(C3)(COC)COC)=O)=O)C(F)(F)F